C(C)OC(=O)[C@@H]1CN(CCC1)C(C1=CC(=C(C=C1)[N+](=O)[O-])F)=O (S)-1-(3-fluoro-4-nitrobenzoyl)piperidine-3-carboxylic acid ethyl ester